2-(2-(4-(piperidin-1-yl)-3-(4,5,6,7-tetrahydropyrazolo[1,5-a]pyridine-2-carboxamido)benzamido)phenyl)acetic acid N1(CCCCC1)C1=C(C=C(C(=O)NC2=C(C=CC=C2)CC(=O)O)C=C1)NC(=O)C1=NN2C(CCCC2)=C1